1-(((S)-1-((R)-3-cyclohexyl-2-methylpropanoyl)-4-hydroxy-3,3-dimethylpiperidin-4-yl)methyl)-5-((R)-3-methylpiperazine-1-carbonyl)-4-phenylpyridin-2(1H)-one C1(CCCCC1)C[C@H](C(=O)N1CC([C@](CC1)(O)CN1C(C=C(C(=C1)C(=O)N1C[C@H](NCC1)C)C1=CC=CC=C1)=O)(C)C)C